4-hydroxy-3-((triethylsilyl)oxy)-3-(trifluoromethyl)pyrrolidine-1-carboxylic acid tert-butyl ester C(C)(C)(C)OC(=O)N1CC(C(C1)O)(C(F)(F)F)O[Si](CC)(CC)CC